N-(1-(3-chloro-4-fluorophenyl)-2-hydroxyethyl)-1-(2-((2-hydroxy-cyclohexyl)amino)-5-methylpyrimidin-4-yl)-1H-pyrrole-3-carboxamide ClC=1C=C(C=CC1F)C(CO)NC(=O)C1=CN(C=C1)C1=NC(=NC=C1C)NC1C(CCCC1)O